C(#N)CC(=O)N1C[C@@H](CCC1)COC1=CC=NC2=CC(=C(C=C12)OC(C)C)C(=O)N 4-{[(3R)-1-(cyanoacetyl)piperidin-3-yl]methoxy}-6-(prop-2-yloxy)quinoline-7-carboxamide